C(C)S(=O)(=O)C=1C=C(C=NC1C1=NC2=C(C=NC(=C2)C(F)(F)F)N1C)N(C(=O)C1CC1)OC N-[5-ethylsulfonyl-6-[3-methyl-6-(trifluoromethyl)imidazo[4,5-c]pyridin-2-yl]-3-pyridinyl]-N-methoxy-cyclopropanecarboxamide